C(C)C1=C(SC2=C(N=CC=C21)NC2CCN(CC2)C)C#CC 3-(3-ethyl-7-((1-methylpiperidin-4-yl)amino)thieno[2,3-c]pyridin-2-yl)prop-2-yn